O(S(=O)(=O)C(F)(F)F)C=1C=C2C(=NC=NC2=CC1OC)C=1C(=NN(C1)CC(F)F)C1=CC=CC=C1 4-(1-(2,2-difluoroethyl)-3-phenyl-1H-pyrazol-4-yl)-7-methoxyquinazolin-6-yl triflate